N1CCC2(CC1)C(C1CC1C2)N spiro[bicyclo[3.1.0]hexane-3,4'-piperidin]-2-amine